O=C1N(C(C2=CC=CC=C12)=O)C[C@H]1C(CN(C1)C(=O)OC(C)(C)C)(F)F tert-butyl (4R)-4-[(1,3-dioxoisoindol-2-yl)methyl]-3,3-difluoropyrrolidine-1-carboxylate